C(C)(C)C=1C=C(C(=CC1)N)N 4-isopropylbenzenediamine